tert-Butyl (3S)-3-[4-(4-chloro-2-fluoro-5-methoxy-anilino)pyrido[3,2-d]pyrimidin-6-yl]oxypyrrolidine-1-carboxylate ClC1=CC(=C(NC=2C3=C(N=CN2)C=CC(=N3)O[C@@H]3CN(CC3)C(=O)OC(C)(C)C)C=C1OC)F